ClC=1C2=CN(N=C2C=CC1C1=NNC2=NC(=CN=C21)N2C[C@H]1C([C@H]1C2)(C2=C(C=CC=C2)F)CN)C ((1R,5S,6s)-3-(3-(4-chloro-2-methyl-2H-indazol-5-yl)-1H-pyrazolo[3,4-b]pyrazin-6-yl)-6-(2-fluorophenyl)-3-azabicyclo[3.1.0]hexan-6-yl)methanamine